ClC1=C(C=CC2=C1C(=NCC(N2)=O)C2=C(C=CC(=C2)OC)F)C 6-Chloro-5-(2-fluoro-5-methoxy-phenyl)-7-methyl-1,3-dihydro-1,4-benzodiazepine-2-One